2-(2-fluorophenyl)-N-[6-(4-fluoro-1H-pyrazol-1-yl)-5-sulfamoylpyridin-3-yl]acetamide FC1=C(C=CC=C1)CC(=O)NC=1C=NC(=C(C1)S(N)(=O)=O)N1N=CC(=C1)F